NC1=NC=2C=CC(=CC2C2=C1C=NN2C)C(=O)N([C@H]2COC1=C2C=CC(=C1)C(F)(F)F)CC 4-amino-N-ethyl-1-methyl-N-((3R)-6-(trifluoromethyl)-2,3-dihydro-1-benzofuran-3-yl)-1H-pyrazolo[4,3-c]quinoline-8-carboxamide